2-(4-methoxybenzyl)isoindolin-1-one COC1=CC=C(CN2C(C3=CC=CC=C3C2)=O)C=C1